CC1=C(C=NC=C1)OC1CCC(CC1)CCN1N=C(C2=C1CCC2)C(=O)N2CCC(CC2)NC(C)=O N-(1-(1-(2-((1s,4s)-4-((4-Methylpyridin-3-yl)oxy)cyclohexyl)ethyl)-1,4,5,6-tetrahydrocyclopenta[c]pyrazol-3-carbonyl)piperidin-4-yl)acetamid